C(C)C1=CC2=C(C(=NN(C2=O)CC(=O)NC2=NC=C(C=N2)F)C(C)C)S1 (2-ethyl-7-isopropyl-4-oxo-thieno[2,3-d]pyridazin-5-yl)-N-(5-fluoropyrimidin-2-yl)acetamide